oxoindoline-1-carboxylate O=C1N(C2=CC=CC=C2C1)C(=O)[O-]